CN(C1=C(C(=O)N)C=CC=C1)C1=CC=CC=C1 2-(methyl-(phenyl)amino)benzamide